2-methoxyethyl cis-2-(biphenyl-3-ylmethyl)-3-((methylsulfonyl)amino)pyrrolidine-1-carboxylate C1(=CC(=CC=C1)C[C@@H]1N(CC[C@@H]1NS(=O)(=O)C)C(=O)OCCOC)C1=CC=CC=C1